C(C)(=O)C1=C(C2=C(N=C(N=C2)NC2=NC=C(C=C2)N2CCN(CC2)CC2CCNCC2)N(C1=O)C1CCCC1)C 6-acetyl-8-cyclopentyl-5-methyl-2-((5-(4-(piperidin-4-ylmethyl)piperazin-1-yl)pyridin-2-yl)amino)pyrido[2,3-d]pyrimidin-7(8H)-one